(2S,4R)-1-[(2S)-2-(17-bromoheptadecanoylamino)-3,3-dimethyl-butanoyl]-4-hydroxy-N-[(1S)-1-[4-(4-methylthiazol-5-yl)phenyl]ethyl]pyrrolidine-2-carboxamide BrCCCCCCCCCCCCCCCCC(=O)N[C@H](C(=O)N1[C@@H](C[C@H](C1)O)C(=O)N[C@@H](C)C1=CC=C(C=C1)C1=C(N=CS1)C)C(C)(C)C